N-(3,5-difluoro-4-((1R,3R)-2-(2-fluoro-2-methylpropyl)-3-methyl-2,3,4,9-tetrahydro-1H-pyrido[3,4-b]indol-1-yl)phenyl)-1-(3-fluoropropyl)-N-methylazetidin-3-amine FC=1C=C(C=C(C1[C@H]1N([C@@H](CC2=C1NC1=CC=CC=C21)C)CC(C)(C)F)F)N(C2CN(C2)CCCF)C